CN1N=C2C=CC(=CC2=C1)N1C=NC2=CC(=CC=C2C1=O)N1CCN(CC1)C(=O)OC(C)(C)C tert-butyl 4-(3-(2-methyl-2H-indazol-5-yl)-4-oxo-3,4-dihydroquinazolin-7-yl)piperazine-1-carboxylate